Cl.C1NCC12CNC(C2)=O 2,6-diazaspiro[3.4]octan-7-one hydrochloride